COC(C1=CC(=CC=C1)CCN)=O 3-(2-aminoethyl)benzoic acid methyl ester